6-Bromo-N-(5-chloro-3-fluoropyridin-2-yl)-1H-indole-3-sulfonamide BrC1=CC=C2C(=CNC2=C1)S(=O)(=O)NC1=NC=C(C=C1F)Cl